ethyl 2,2-dimethylbut-3-ynoate CC(C(=O)OCC)(C#C)C